CC1C(=O)NCCCC1 α-methyl-ε-caprolactam